Cl.Cl.ClC1=C(C=CC=C1)[C@@]1([C@H](CCCC1)NCCC1=CC(=C(C=C1)OC)OC)NC Cis-(1S,2S)-1-(2-chlorophenyl)-N2-[3,4-dimethoxyphenethyl]-N1-methylcyclohexane-1,2-diamine dihydrochloride